FC=1C=C(C=CC1)N1CCCN(S1(=O)=O)CC(=O)NC1C2CC3(CC(CC1C3)C2)C(=O)N 4-(2-(6-(3-fluorophenyl)-1,1-dioxido-1,2,6-thiadiazinan-2-yl)acetamido)adamantane-1-carboxamide